ClC=1C(=C(C=CC1F)[C@@H]1[C@@H](O[C@](C1)(C(F)(F)F)C)C(=O)NC1=CC(=NC=C1)C(=O)NC)OC (2R,3R,4S,5R)-4-[[3-(3-chloro-4-fluoro-2-methoxy-phenyl)-5-methyl-5-(trifluoromethyl)tetrahydrofuran-2-carbonyl]amino]-N-methyl-pyridine-2-carboxamide